Cl.CC1=NC(=C(C(=O)O)C=C1C1=CC=C(C=C1)[C@]12CNC[C@@H]2C1)N methyl-5-(4-((1S,5R)-3-azabicyclo[3.1.0]hex-1-yl)phenyl)-2-aminonicotinic acid hydrochloride